FC(C(=O)O)(F)F.C(CCCCC)NC(=O)C1N(CCNC1)CCCCCCCC N-hexyl-1-octylpiperazine-2-carboxamide trifluoroacetate